2-[3-(4,7-diazaspiro[2.5]oct-7-yl)-1,2,4-triazin-6-yl]-5-(1H-pyrazol-4-yl)phenol C1CC12NCCN(C2)C=2N=NC(=CN2)C2=C(C=C(C=C2)C=2C=NNC2)O